1-[(2S)-4-(4-amino-7-methyl-5-{4-[(6-methylpyridin-2-yl)oxy]phenyl}-7H-pyrrolo[2,3-d]pyrimidin-6-yl)-2-methylpyrrolidin-1-yl]prop-2-en-1-one Cetyl-chloroformate C(CCCCCCCCCCCCCCC)OC(=O)Cl.NC=1C2=C(N=CN1)N(C(=C2C2=CC=C(C=C2)OC2=NC(=CC=C2)C)C2C[C@@H](N(C2)C(C=C)=O)C)C